FC([C@@H]1[C@@H](C1)C(=O)O)(F)F cis-2-(trifluoromethyl)cyclopropane-1-carboxylic acid